(1S,2R,4'R,4a'S,7a'S,12b'S)-2-(benzylamino)-3'-(cyclopropylmethyl)-1',2',3',4',5',6'-hexahydro-4a'H,7a'H-spiro[cyclobutane-1,7'-[4,12]methanobenzofuro[3,2-e]isoquinoline]-4a',9'-diol C(C1=CC=CC=C1)N[C@@H]1CC[C@@]12[C@H]1[C@@]34CCN([C@@H]([C@@]3(CC2)O)CC2=CC=C(C(=C24)O1)O)CC1CC1